[Si]=[Se] silicon-selenide